COC1=C2C=C(NC2=CC=C1)C(=O)N[C@H](C(CN(C(SCC)=O)C[C@H]1C(NCC1)=O)=O)CC(C)C S-Ethyl ((S)-3-(4-methoxy-1H-indole-2-carboxamido)-5-methyl-2-oxohexyl)(((S)-2-oxopyrrolidin-3-yl)methyl)carbamothioate